ClC1=C(C(=CC=C1)C)NC(=O)C1=CN=C(S1)NC1=CC(=NC(=C1)N1CCN(CC1)CCO)C N-(2-chloro-6-methylphenyl)-2-(6-(4-(2-hydroxyethyl)piperazin-1-yl)-2-methylpyridin-4-ylamino)thiazole-5-carboxamide